FC1=CC=C(S1)CC[C@@]1(CN(CC1)C(C)(C)C=1C=NC(=CC1)C)[C@H]1NC(NC2=CC=CC=C12)=O |o1:8| (R)-4-((R or S)-3-(2-(5-fluorothiophen-2-yl)ethyl)-1-(2-(6-methylpyridin-3-yl)propan-2-yl)pyrrolidin-3-yl)-3,4-di-hydroquinazolin-2(1H)-one